ClC1=CC=C(C=C1)CC(C#N)S(=O)(=O)C1=CC=C(C)C=C1 3-(4-chlorophenyl)-2-(toluene-4-sulfonyl)-propionitrile